ClC1=NC=C(C(=N1)N(C(C1=C(C=CC=C1OC)F)=O)C)Cl N-(2,5-dichloropyrimidin-4-yl)-2-fluoro-6-methoxy-N-methylbenzamide